tert-Butyl ((1-(6-chloro-3,5-dicyano-4-ethylpyridin-2-yl)-4-hydroxypiperidin-4-yl) methyl)carbamate ClC1=C(C(=C(C(=N1)N1CCC(CC1)(O)CNC(OC(C)(C)C)=O)C#N)CC)C#N